C(C)(C)(C)OC(=O)N1CCC(CC1)C(C)N1N=CC(=C1)C1=C(N=NC(=C1)Cl)N 4-[1-[4-(3-amino-6-chloro-pyridazin-4-yl)pyrazol-1-yl]ethyl]piperidine-1-carboxylic acid tert-butyl ester